C(C)OC(C(=O)O)C 2-ethoxypropanoic acid